6'-(3-Cyanophenyl)-2'-oxo-1',4'-dihydro-2'H-spiro[pyrrolidine-3,3'-quinoline]-1-carbonitrile C(#N)C=1C=C(C=CC1)C=1C=C2CC3(C(NC2=CC1)=O)CN(CC3)C#N